2,2-diphenyldecanoat C1(=CC=CC=C1)C(C(=O)[O-])(CCCCCCCC)C1=CC=CC=C1